C(#N)C=1C=C2C=C(COC2=CC1)C(=O)O 6-cyano-2H-chromene-3-carboxylic acid